5-(((Trans-3-(4-(3-cyclopropoxypyridin-2-yl)-3-cyclopropyl-1H-pyrazol-1-yl)cyclobutyl)methyl)amino)-2-(2,6-dioxopiperidin-3-yl)isoindoline-1,3-dione C1(CC1)OC=1C(=NC=CC1)C=1C(=NN(C1)[C@@H]1C[C@H](C1)CNC=1C=C2C(N(C(C2=CC1)=O)C1C(NC(CC1)=O)=O)=O)C1CC1